aluminium sulfate S(=O)(=O)([O-])[O-].[Al+3].S(=O)(=O)([O-])[O-].S(=O)(=O)([O-])[O-].[Al+3]